FC(CN1N=C(C=2C1=NC(=NC2)N2CC1(CN(C1)C1=NC(=NC(=C1)C)C(F)(F)F)CC2)C)F 6-[1-(2,2-difluoroethyl)-3-methyl-1H-pyrazolo[3,4-d]pyrimidin-6-yl]-2-[6-methyl-2-(trifluoromethyl)pyrimidin-4-yl]-2,6-diazaspiro[3.4]octane